[C@H]12CN(C[C@H](CC1)N2)C2=NC(=NC1=C(C(=C(C=C21)C=C)C2=CC(=CC1=CC=CC=C21)O)F)OC[C@]21CCCN1C[C@@H](C2)F 4-(4-((1R,5S)-3,8-Diazabicyclo[3.2.1]octan-3-yl)-8-fluoro-2-(((2R,7aS)-2-fluorotetrahydro-1H-pyrrolizin-7a(5H)-yl)methoxy)-6-vinylquinazolin-7-yl)naphthalen-2-ol